morphine-N-oxide C1=CC(O)=C2C=3[C@@]45[C@@H](O2)[C@@H](O)C=C[C@H]4[C@@H](CC13)[N+](C)(CC5)[O-]